C12N(CC(NC1)CC2)C=2C1=C(N=C(N2)OC([2H])([2H])C2(CC2)CN2CCCC2)C(=C(N=C1)C=1C=C(C=C(C1C(F)(F)F)Cl)O)F 3-(4-(2,5-Diazabicyclo[2.2.2]octan-2-yl)-8-fluoro-2-((1-(pyrrolidin-1-ylmethyl)cyclopropyl)methoxy-d2)pyrido[4,3-d]pyrimidin-7-yl)-5-chloro-4-(trifluoromethyl)phenol